C(C=C)C([C@H](O)[C@@H](O)[C@H](O)C(O)=N)O 1-C-allyl-imino-D-xylitol